[In].[Zn].[Sn] tin-zinc-indium